2-(4-fluorophenoxy)-N-[3-[5-[3-trans-(trifluoromethoxy)cyclobutyl]-1,3,4-oxadiazol-2-yl]-1-bicyclo[1.1.1]pentanyl]acetamide FC1=CC=C(OCC(=O)NC23CC(C2)(C3)C=3OC(=NN3)C3(CCC3)OC(F)(F)F)C=C1